C(C)(C)(C)OC(=O)N1[C@@H](CN([C@H](C1)C)C=1C2=C(N=CN1)N(C=C2I)C2CC(CCC2)(F)F)C (2r,5s)-4-(7-(3,3-difluorocyclohexyl)-5-iodo-7H-pyrrolo[2,3-d]pyrimidin-4-yl)-2,5-dimethylpiperazine-1-carboxylic acid tert-butyl ester